(Z)-4-(dimethylamino)-3-(4-nitrophenoxy)but-3-en-2-one tert-butyl-(3S)-3-(2-hydroxyethyl)-1-piperazinecarboxylate C(C)(C)(C)OC(=O)N1C[C@@H](NCC1)CCO.CN(\C=C(\C(C)=O)/OC1=CC=C(C=C1)[N+](=O)[O-])C